CNCC/C=C\\1/C2=CC=CC=C2COC3=CC=CC=C31 The molecule is a dibenzooxepine resulting from the demethylation of the antidepressant doxepin. It is the active metabolite of doxepin. It has a role as an antidepressant and a drug metabolite. It is a cyclic ether, a dibenzooxepine and a secondary amino compound.